2-(3-methylbut-2-en-1-yl)cyclopentan-1-one CC(=CCC1C(CCC1)=O)C